FC(C1=CC=C(C=N1)[C@@H]1C[C@H](CCC1)N1CC2(CS(C2)(=O)=O)CC1)(F)F 6-((1S,3S)-3-(6-(trifluoromethyl)pyridin-3-yl)cyclohexyl)-2-thia-6-azaspiro[3.4]octane 2,2-dioxide